C(C)(C)C1N2C(C3=CC(=C(C=C3C1)OCCCOC)C(CCC(F)(F)F)=O)=CC(C(=C2)C(=O)O)=O 6-isopropyl-9-(3-methoxypropoxy)-2-oxo-10-(4,4,4-trifluorobutanoyl)-6,7-dihydro-2H-pyrido[2,1-a]isoquinoline-3-carboxylic acid